Tert-butyl (2,3-dihydrobenzo[b][1,4]dioxin-6-yl)(2-iodophenyl)carbamate O1C2=C(OCC1)C=C(C=C2)N(C(OC(C)(C)C)=O)C2=C(C=CC=C2)I